2-(2,6-dibromophenyl)acetamide BrC1=C(C(=CC=C1)Br)CC(=O)N